COC1CN(C1)C=1C=C2C(NC=NC2=CC1)=O 6-(3-methoxyazetidin-1-yl)-3H-quinazolin-4-one